N-(3-(3-chloro-2-(3-methoxy-4-(((((S)-1-methyl-5-oxopyrrolidin-2-yl)methyl)amino)methyl)phenyl)pyridin-4-yl)-2-methylphenyl)-5-(((R)-3-hydroxypyrrolidin-1-yl)methyl)picolinamide ClC=1C(=NC=CC1C=1C(=C(C=CC1)NC(C1=NC=C(C=C1)CN1C[C@@H](CC1)O)=O)C)C1=CC(=C(C=C1)CNC[C@H]1N(C(CC1)=O)C)OC